C1(=CC=CC=C1)NC=1C(=CC=CC1)N N2-phenylbenzene-1,2-diamine